3-acetyl-7-{[4-(2-ethylphenyl)pyrimidin-2-yl]amino}-4-morpholino-2H-benzopyran-2-one C(C)(=O)C=1C(OC2=C(C1N1CCOCC1)C=CC(=C2)NC2=NC=CC(=N2)C2=C(C=CC=C2)CC)=O